ethylpropylcarbamat C(C)OC(NCCC)=O